(3E)-3-(dimethylcarbamoylimino)-1,1-dimethyl-urea CN(C(=O)\N=N\C(N(C)C)=O)C